6-N-(2-amino-2-phenylethyl)-4-N-[4-(difluoromethoxy)phenyl]-1-methylpyrazolo[3,4-d]pyrimidine-4,6-diamine NC(CNC1=NC(=C2C(=N1)N(N=C2)C)NC2=CC=C(C=C2)OC(F)F)C2=CC=CC=C2